methyl 2-(2,2-difluoro-6'-(1-fluorocyclopropyl)-1'-oxo-1'H-spiro[cyclopropane-1,4'-isoquinolin]-2'(3'H)-yl)acetate FC1(CC12CN(C(C1=CC=C(C=C21)C2(CC2)F)=O)CC(=O)OC)F